6-((Benzyloxy)methoxy)-3-(furan-3-yl)-2-(pyridin-3-yl)-1H-inden-1-one C(C1=CC=CC=C1)OCOC1=CC=C2C(=C(C(C2=C1)=O)C=1C=NC=CC1)C1=COC=C1